2-((15-(4-(((3R,4R)-1-(2-cyanoacetyl)-4-methylpiperidin-3-yl)(methyl)amino)-7H-pyrrolo[2,3-d]pyrimidin-7-yl)-3,13-dimethyl-15-oxopentadecanoyl)oxy)propane-1,3-diyl dioleate C(CCCCCCC\C=C/CCCCCCCC)(=O)OCC(COC(CCCCCCC\C=C/CCCCCCCC)=O)OC(CC(CCCCCCCCCC(CC(=O)N1C=CC2=C1N=CN=C2N(C)[C@H]2CN(CC[C@H]2C)C(CC#N)=O)C)C)=O